BrC=1C(NC2=CC(=C(C=C2C1)C)OC)=O 3-Bromo-7-methoxy-6-methylquinolin-2(1H)-one